2-hydrazinyl-5-methyl-6-propylpyrimidin-4(1H)-one N(N)C=1NC(=C(C(N1)=O)C)CCC